5-(N-benzyl-4-(4-chloro-3,5-dimethylphenoxy)phenyl-sulfonamido)-2-hydroxybenzoic acid C(C1=CC=CC=C1)N(S(=O)(=O)C1=CC=C(C=C1)OC1=CC(=C(C(=C1)C)Cl)C)C=1C=CC(=C(C(=O)O)C1)O